methyl-1-(pyrimidin-5-ylmethyl)imidazoline-2,4-dione CC1C(NC(N1CC=1C=NC=NC1)=O)=O